FC1=C(C=CC(=C1)F)[C@H](C)NC(C)=O N-[(1S)-1-(2,4-difluorophenyl)ethyl]acetamide